[F-].[Na+].CCC(=O)O.CCC(=O)O bis(3-propanoic acid) sodium fluoride